C(C)(C)OC(=O)C1(CC(C1)(OC)OC)C(=O)OC(C)C.C(C1=CC=CC=C1)NC(CCCCOCCOCC)=O N-benzyl-5-(2-ethoxyethoxy)pentanamide diisopropyl-3,3-dimethoxy-cyclobutane-1,1-dicarboxylate